CN(CCOC1=CC=C(C=C1)C=1OC2=C(C=C(C=C2C(C1C)=O)C)[C@@H](C)NC1=C(C(=O)OC(C)(C)C)C=CC=C1)C tert-butyl 2-[[(R)-1-[2-[4-[2-(dimethylamino)ethoxy]phenyl]-3,6-dimethyl-4-oxo-chromen-8-yl]ethyl]amino]benzoate